2-[(3Z)-6-fluoro-2-methyl-3-[(4-methylsulfinylphenyl)methylidene]inden-1-yl]acetic acid FC1=CC=C2\C(\C(=C(C2=C1)CC(=O)O)C)=C/C1=CC=C(C=C1)S(=O)C